(E)-4-(3-chlorophenyl)-2,2-difluoro-3-butenoate ClC=1C=C(C=CC1)/C=C/C(C(=O)[O-])(F)F